CN(C(OC(C)(C)C)=O)C1CC(C1)(OC=1C=2N(C=C(N1)C=1C=NN(C1)C)N=CC2)C tert-butyl methyl((1s,3s)-3-methyl-3-((6-(1-methyl-1H-pyrazol-4-yl)pyrazolo[1,5-a]pyrazin-4-yl)oxy)cyclobutyl)carbamate